cobalt nickel tetroxide [Ni](=O)(=O)(=O)=O.[Co]